gadolinium (III) tris(1,3-diisopropyl-2-dimethylaminopiperidine) C(C)(C)N1C(C(CCC1)C(C)C)N(C)C.C(C)(C)N1C(C(CCC1)C(C)C)N(C)C.C(C)(C)N1C(C(CCC1)C(C)C)N(C)C.[Gd+3]